NCCCNCC[Si](OCCC)(OCCC)OCCC N-(γ-aminopropyl)-β-aminoethyl-tripropoxysilane